1-(2,4,5-trifluorophenyl)-but-2-en-2-ylcarbamate FC1=C(C=C(C(=C1)F)F)CC(=CC)NC([O-])=O